methyl (Z)-2-((1R,2S,3R,4R)-2-((4-fluoro-3-(trifluoromethyl)phenyl)carbamoyl)-3-(2,2,2-trifluoroacetamido)bicyclo[2.2.1]heptan-7-ylidene)acetate FC1=C(C=C(C=C1)NC(=O)[C@H]1[C@H]/2CC[C@@H]([C@H]1NC(C(F)(F)F)=O)\C2=C/C(=O)OC)C(F)(F)F